C1(CCC(N1C=1C(=C(C(=O)O)C=C(C1)SSC=1C=C(C(=C(C(=O)O)C1)[N+](=O)[O-])N1C(CCC1=O)=O)[N+](=O)[O-])=O)=O 5,5'-dithiobis(succinimidyl-2-nitrobenzoic acid)